The molecule is a cyclosporin A derivative that is cyclosporin A in which the N-methylleucine residues at positions 6 and 9 have both undergone oxidation by hydroxylation at the carbon bearing the two methyl groups, and in which while the N-methylleucine residue at position 4 has undergone N-demethylation. It has a role as a drug metabolite. It is a cyclosporin A derivative and a tertiary alcohol. It derives from a cyclosporin A metabolite M16. CC[C@H]1C(=O)N(CC(=O)N[C@H](C(=O)N[C@H](C(=O)N([C@H](C(=O)N[C@H](C(=O)N[C@@H](C(=O)N([C@H](C(=O)N([C@H](C(=O)N([C@H](C(=O)N([C@H](C(=O)N1)[C@@H]([C@H](C)C/C=C/C)O)C)C(C)C)C)CC(C)C)C)CC(C)(C)O)C)C)C)CC(C)(C)O)C)C(C)C)CC(C)C)C